ClC1=C(OC2=NC=C(C(=C2)S(=O)(=O)NC)OC)C(=CC(=C1)N1N=C(C(NC1=O)=O)C(F)F)Cl 2-(2,6-dichloro-4-(6-(difluoromethyl)-3,5-dioxo-4,5-dihydro-1,2,4-triazin-2(3H)-yl)phenoxy)-5-methoxy-N-methylpyridine-4-sulfonamide